amino-β-p-hydroxyphenylpropionic acid NC(C(=O)O)CC1=CC=C(C=C1)O